1,2-bis(o-Aminophenoxy)ethan NC1=C(OCCOC2=C(C=CC=C2)N)C=CC=C1